CS(=O)(=O)OC1CN(CCC1)C(=O)OC Methyl 3-((meth-ylsulfonyl)oxy)-piperidine-1-carboxylate